2-fluoro-1-(3-(3-(6-(trifluoromethyl)pyridin-3-yl)-1H-indazol-1-yl)azetidin-1-yl)prop-2-en-1-one FC(C(=O)N1CC(C1)N1N=C(C2=CC=CC=C12)C=1C=NC(=CC1)C(F)(F)F)=C